tert-butyl (R)-2-(4-(4-(3-aminoprop-1-yn-1-yl)phenyl)-2,3,9-trimethyl-6H-thieno[3,2-f][1,2,4]triazolo[4,3-a][1,4]diazepin-6-yl)acetate NCC#CC1=CC=C(C=C1)C1=N[C@@H](C=2N(C3=C1C(=C(S3)C)C)C(=NN2)C)CC(=O)OC(C)(C)C